N1CC(C1)S(=O)(=O)C1=CC=C(C(=C1S(=O)(=O)N)C=1N=NNN1)C=1CCS(CC1)(=O)=O 6-(azetidin-3-ylsulfonyl)-3-(1,1-dioxido-3,6-dihydro-2H-thiopyran-4-yl)-2-(2H-tetrazol-5-yl)benzenesulfonamide